α-hydroxy-histidine O[C@](N)(CC1=CNC=N1)C(=O)O